Triethoxy-3-(2-imidazolin-1-yl)-propylsilane C(C)O[Si](CCCN1C=NCC1)(OCC)OCC